2-(4-bromo-3-(prop-2-yn-1-yloxy)phenyl)-5-(6-methylpyridin-3-yl)-1,3,4-oxadiazole BrC1=C(C=C(C=C1)C=1OC(=NN1)C=1C=NC(=CC1)C)OCC#C